6-[(3aR,6aS)-1,3,3a,4,6,6a-hexahydrofuro[3,4-c]pyrrol-5-yl]-N-[5-(1H-benzimidazol-2-yl)-1-methyl-pyrazol-3-yl]pyridine-3-carboxamide C1OC[C@@H]2[C@H]1CN(C2)C2=CC=C(C=N2)C(=O)NC2=NN(C(=C2)C2=NC1=C(N2)C=CC=C1)C